N-(5-cyano-4-((2-methoxyethyl)amino)pyridin-2-yl)-7-formyl-6-(3-oxomorpholin-4-yl)-3,4-dihydro-1,8-naphthyridine-1(2H)-carboxamide C(#N)C=1C(=CC(=NC1)NC(=O)N1CCCC2=CC(=C(N=C12)C=O)N1C(COCC1)=O)NCCOC